CS(=O)(=O)N1CCC(CC1)NC1=NC=C(C(=N1)C1=CN=C(S1)N)C(F)(F)F 5-(2-((1-(methylsulfonyl)piperidin-4-yl)amino)-5-(trifluoromethyl)pyrimidin-4-yl)thiazol-2-amine